C1=C(C=CC=2OC3=C(C21)C=CC=C3)C=3C=C(C=C(C3)N)N 5-(dibenzo[b,d]Furan-2-yl)benzene-1,3-diamine